C1(=CC=CC=C1)[P](C1=CC(=CC=C1)Cl)=O phenyl-(3-chlorophenyl)phosphorus oxide